CC1=C(C=C(C=C1)NC(=O)C1C(NCCC1)C1CCC2(CCOC2)CC1)C(F)(F)F N-[4-methyl-3-(trifluoromethyl)phenyl]-2-(2-oxaspiro[4.5]decan-8-yl)piperidine-3-carboxamide